[N+](=O)([O-])C=1N[NH+]=C(N1)[N+](=O)[O-] 3,5-dinitro-1,2,4-triazolium